tert-butyl 8-hydroxy-3,4-dihydro-2,7-naphthyridine-2(1H)-carboxylate OC=1N=CC=C2CCN(CC12)C(=O)OC(C)(C)C